2-Chloro-5-{4-[(2-cyclopentyl-1-oxoisoindolin-5-yloxy)methyl]phenyl}benzoic acid ClC1=C(C(=O)O)C=C(C=C1)C1=CC=C(C=C1)COC=1C=C2CN(C(C2=CC1)=O)C1CCCC1